1-(4-amino-8-(3-hydroxy-2,6-dimethylphenyl)pyrido[3,4-d]pyrimidin-6-yl)pyrrolidin-2-one NC=1C2=C(N=CN1)C(=NC(=C2)N2C(CCC2)=O)C2=C(C(=CC=C2C)O)C